fluoro-2'-oxospiro[cyclobutane-1,3'-indoline] FN1C(C2(C3=CC=CC=C13)CCC2)=O